ClC=1C=C2C(=NN(C2=CC1)C1=C(C=C(C(=O)NS(=O)(=O)C)C=C1)C#N)C1=C(C=C(C=C1)Cl)F 4-(5-chloro-3-(4-chloro-2-fluorophenyl)-1H-indazol-1-yl)-3-cyano-N-(methylsulfonyl)benzamide